ethyl 4,5,6,7-tetrahydrothieno[2,3-c]pyridine-2-carboxylate S1C(=CC2=C1CNCC2)C(=O)OCC